FC=1C=C(C=C(C1C(C)(C)O)C1=CC2=C(NC=N2)C=C1)CC#N 2-(3-fluoro-4-(2-hydroxypropan-2-yl)-5-(1H-benzimidazol-5-yl)phenyl)acetonitrile